ClC1=C(C=CC=C1)CCCNC(C)C1=CC(=CC=C1)OC N-(3-(2-chlorophenyl)propyl)-1-(3-methoxyphenyl)ethylamine